[4-(1-tert-butyltriazol-4-yl)-3-methyl-phenyl]-[4-(5-chlorooxazolo[4,5-b]pyridin-2-yl)piperazin-1-yl]methanone C(C)(C)(C)N1N=NC(=C1)C1=C(C=C(C=C1)C(=O)N1CCN(CC1)C=1OC=2C(=NC(=CC2)Cl)N1)C